3-(2-amino-6-(1-(3-fluorobenzyl)-2-oxo-1,2-dihydropyridin-4-yl)pyrimidin-4-yl)-2-methylbenzonitrile NC1=NC(=CC(=N1)C=1C(=C(C#N)C=CC1)C)C1=CC(N(C=C1)CC1=CC(=CC=C1)F)=O